2-(6-((4-Hydroxycyclohexyl)amino)-2-(pyridin-3-yl)pyrimidin-4-yl)-N-methyl-2-azaspiro[4.5]decane-7-carboxamide OC1CCC(CC1)NC1=CC(=NC(=N1)C=1C=NC=CC1)N1CC2(CC1)CC(CCC2)C(=O)NC